C(C)OCOC1=C(C(=CC(=C1)C#C)C)C1=CC=C(N=N1)NC1CN(CCC1)C 6-(2-(ethoxymethoxy)-4-ethynyl-6-methylphenyl)-N-(1-methylpiperidin-3-yl)pyridazin-3-amine